C1(CC1)C1=C(C=CC=C1)C=1C=C2C(CC3(CN(CC3)C(=O)C3=NC(=CC=C3)C3CC3)C2=CC1)O (5-(2-cyclopropylphenyl)-3-hydroxy-2,3-dihydrospiro[indene-1,3'-pyrrolidin]-1'-yl)(6-cyclopropylpyridin-2-yl)methanone